C1(=CC=CC=2C=CC=3C=4C=CC=CC4NC3C21)C2=COC=1C2=CC=C2C1C=CC1=CC=CC=C12 benzocarbazolyl-(naphthobenzofuran)